(4-amino-5-(7-methoxy-5-methylbenzothien-2-yl)-9,9-dimethyl-8,9-dihydropyrazino[1',2':1,5]pyrrolo[2,3-d]pyrimidin-7(6H)-yl)-2-fluoroprop-2-en-1-one NC=1C2=C(N=CN1)N1C(=C2C=2SC3=C(C2)C=C(C=C3OC)C)CN(CC1(C)C)C(C(=C)F)=O